5-(3-isopropyl-2-methyl-3H-imidazo[4,5-b]pyridin-5-yl)-N-(2-(4-methylpiperazin-1-yl)pyridin-4-yl)-7H-pyrrolo[2,3-d]pyrimidin-2-amine C(C)(C)N1C(=NC=2C1=NC(=CC2)C2=CNC=1N=C(N=CC12)NC1=CC(=NC=C1)N1CCN(CC1)C)C